5-((S)-(((S)-tert-butylsulfinyl)amino)(phenyl)methyl)thiophene-3-carboximidamide C(C)(C)(C)[S@](=O)N[C@H](C1=CC(=CS1)C(N)=N)C1=CC=CC=C1